C(C#C)N1N=CC=C1 prop-2-ynyl-1H-pyrazole